ethyl 5-chloro-2-((2-ethoxy-4-fluoro-phenyl)amino)-benzoate ClC=1C=CC(=C(C(=O)OCC)C1)NC1=C(C=C(C=C1)F)OCC